N-((4,5-dichloro-2-hydroxyphenyl)(1-(2,2-difluoroethyl)piperidin-4-yl)methyl)-2-methylpropane-2-sulfinamide ClC1=CC(=C(C=C1Cl)C(NS(=O)C(C)(C)C)C1CCN(CC1)CC(F)F)O